3-[5-(4-bromophenyl)-1-[2-(trifluoromethyl)phenyl]pyrrol-2-yl]-N-[2-(methylamino)ethyl]benzamide hydrochloride Cl.BrC1=CC=C(C=C1)C1=CC=C(N1C1=C(C=CC=C1)C(F)(F)F)C=1C=C(C(=O)NCCNC)C=CC1